4-[6-(difluoromethyl)-5-methyl-3-pyridyl]-8-fluoro-2,2-dimethyl-1H-quinazoline FC(C1=C(C=C(C=N1)C1=NC(NC2=C(C=CC=C12)F)(C)C)C)F